Cl.NCCN1[Se]C2=C(C1=O)C=CC=C2 2-Aminoethyl-[1,2-Benzisoselenazol-3(2H)-one] hydrochloride